(R)-N-(1-cyanoethyl)-4-(5-fluoro-2-((1-(1-methylpiperidin-4-yl)-1H-pyrazol-4-yl)amino)pyrimidin-4-yl)benzamide C(#N)[C@@H](C)NC(C1=CC=C(C=C1)C1=NC(=NC=C1F)NC=1C=NN(C1)C1CCN(CC1)C)=O